C(C)(C)(C)C1=C(C2=C(SC(=C2I)NC([O-])=O)C=C1)C1=C(C=C2C(=NC(=NC2=C1F)F)N1C[C@](CCC1)(C)O)Cl (tert-butyl 4-(6-chloro-2,8-difluoro-4-((R)-3-hydroxy-3-methylpiperidin-1-yl)quinazolin-7-yl)-3-iodobenzo[b]thiophen-2-yl)carbamate